FC1(CCC(CC1)NC[C@@H](CCC(C)(F)F)N)F (R)-N1-(4,4-difluorocyclohexyl)-5,5-difluorohexane-1,2-diamine